F[C@@H]1CN(CC[C@@H]1N(C(=O)NC=1C(N(C=C(C1)C(F)(F)F)C)=O)C)C=1C=C2C(=NC1)NN=C2NC 1-((3R,4S)-3-fluoro-1-(3-(methylamino)-1H-pyrazolo[3,4-b]pyridin-5-yl)piperidin-4-yl)-1-methyl-3-(1-methyl-2-oxo-5-(trifluoromethyl)-1,2-dihydropyridin-3-yl)urea